COC(=O)C=1C(=NNC1CC1CC1)C(C(C)C)=O (cyclopropylmethyl)-3-(2-methylpropanoyl)pyrazole-4-carboxylic acid methyl ester